COC1=CC=C(CN(C=2C=3N(C(=C(N2)C=2C=C(C#N)C=CC2)C2=NC=NC=C2)N=C(N3)OC3=C(C=CC=C3)F)CC3=CC=C(C=C3)OC)C=C1 3-(8-(bis(4-methoxybenzyl)amino)-2-(2-fluorophenoxy)-5-(pyrimidin-4-yl)-[1,2,4]triazolo[1,5-a]pyrazin-6-yl)benzonitrile